2,4-Dimethyl-3-cyclohexencarbaldehyd CC1C(CCC(=C1)C)C=O